FC=1C(=NC(=NC1)N1C(=NC2=C1C=CC=C2)N)C=2C=NC(=CC2)N2CCNCC2 1-(5-fluoro-4-(6-(piperazin-1-yl)pyridin-3-yl)pyrimidin-2-yl)-1H-benzo[d]imidazol-2-amine